Dimethyl-Decanamide CC(C(=O)N)(CCCCCCCC)C